5-Bromo-N-methyl-3-(1-methyl-1H-pyrazol-4-yl)-1-trityl-1H-pyrazolo[4,3-b]pyridin-6-amine BrC1=C(C=C2C(=N1)C(=NN2C(C2=CC=CC=C2)(C2=CC=CC=C2)C2=CC=CC=C2)C=2C=NN(C2)C)NC